(R)-6-Methyl-N-(pyridin-2-yl)-7,8-dihydro-6H-cyclopenta[e][1,2,4]triazolo[4,3-a]pyridine-4-carboxamide C[C@@H]1CCC2=C1C=C(C=1N2C=NN1)C(=O)NC1=NC=CC=C1